3-Chloro-N-(2-chloro-3-{(4S)-2-imino-4-methyl-1-[(2R*,4R*)-2-methyltetrahydropyran-4-yl]-6-oxo-hexahydropyrimidin-4-yl}phenyl)-2,4-difluorobenzamide hydrochloride Cl.ClC=1C(=C(C(=O)NC2=C(C(=CC=C2)[C@]2(NC(N(C(C2)=O)[C@H]2C[C@H](OCC2)C)=N)C)Cl)C=CC1F)F |o1:21,23|